(E)-5-(2-Ethoxyvinyl)-3-fluoro-2-methoxypyridine C(C)O/C=C/C=1C=C(C(=NC1)OC)F